6-methoxy-4-methyl-7-(4,4,5,5-tetramethyl-1,3,2-dioxaborolan-2-yl)-1,4-benzoxazin-3-one COC=1C(=CC2=C(N(C(CO2)=O)C)C1)B1OC(C(O1)(C)C)(C)C